3-Ethylamino-indole C(C)NC1=CNC2=CC=CC=C12